NC1=NC=2C=C(C(=CC2C2=C1C(=NN2C)C)C(=O)N([C@@H]2COC1=C2C=CC(=C1)S(F)(F)(F)(F)F)C)F 4-amino-7-fluoro-N,1,3-trimethyl-N-((3S)-6-(pentafluoro-lambda6-sulfanyl)-2,3-dihydro-1-benzofuran-3-yl)-1H-pyrazolo[4,3-c]quinoline-8-carboxamide